Bis-(2,2'-bipyridylamine) copper (II) perchlorate Cl(=O)(=O)(=O)[O-].[Cu+2].N1=C(C(=CC=C1)N)C1=NC=CC=C1.N1=C(C(=CC=C1)N)C1=NC=CC=C1.Cl(=O)(=O)(=O)[O-]